(cyclopropylmethyl)-1-[5-[5-[(1R)-1-(3,5-dichloro-4-pyridinyl)ethoxy]-1-tetrahydropyran-2-yl-indazol-3-yl]-3-fluoro-2-pyridinyl]azetidin-3-amine C1(CC1)CC1N(CC1N)C1=NC=C(C=C1F)C1=NN(C2=CC=C(C=C12)O[C@H](C)C1=C(C=NC=C1Cl)Cl)C1OCCCC1